BrC1=C(C(=O)OC)C=CC(=C1F)N1CCC(CC1)C(OC)OC methyl 2-bromo-4-(4-(dimethoxymethyl)piperidin-1-yl)-3-fluorobenzoate